tert-butyl-{[(5Z,8Z,11Z)-1-iodotetradec-5,8,11-trien-3-yl]oxy}diphenylsilane C(C)(C)(C)[Si](C1=CC=CC=C1)(C1=CC=CC=C1)OC(CCI)C\C=C/C\C=C/C\C=C/CC